OC=1C=2N(C=C(C1)N1CCCC1)N=CC2C#N 4-hydroxy-6-(pyrrolidin-1-yl)pyrazolo[1,5-a]pyridine-3-carbonitrile